trisodium phosphate, sodium salt [Na+].P(=O)([O-])([O-])[O-].[Na+].[Na+].[Na+]